C(C=C)(=O)N1C(CN(CC1)C1=NC(=NC=2CC(CCC12)N1CCC2=CC=C(C=C12)NS(=O)(=O)C)OCC1N(CCC1)C)CC#N N-(1-(4-(4-acryloyl-3-(cyanomethyl)piperazin-1-yl)-2-((1-methylpyrrolidin-2-yl)methoxy)-5,6,7,8-tetrahydroquinazolin-7-yl)indolin-6-yl)methanesulfonamide